1,2-di-phytanoyl-sn-glycero-3-phosphate C(CC(C)CCCC(C)CCCC(C)CCCC(C)C)(=O)OC[C@@H](OC(CC(C)CCCC(C)CCCC(C)CCCC(C)C)=O)COP(=O)(O)O